C(C)OC(=O)C=1C=NC2=CC(=CC=C2C1OCOCC)Br 7-bromo-4-[(ethoxymethyl)oxy]quinoline-3-carboxylic acid ethyl ester